C1(=CCCCC1)C(=O)OC methyl 1-cyclohexene-1-carboxylate